C(C1=CC=CC=C1)OC1=NC(=CC=C1N1C(N(C2=C1C=CC(=C2)C=2C=C1C(=NN(C1=CC2)CC(=O)O)C)C)=O)OCC2=CC=CC=C2 2-[5-[1-(2,6-dibenzyloxy-3-pyridyl)-3-methyl-2-oxo-benzimidazol-5-yl]-3-methyl-indazol-1-yl]acetic acid